[(7S)-9-(2-chloro-6-fluoro-phenyl)-7-methyl-3-pyridazin-3-yl-16-thia-2,4,5,8-tetrazatetracyclo[8.6.0.02,6.011,15]hexadeca-1(10),3,5,8,11(15)-pentaen-13-yl]methanol ClC1=C(C(=CC=C1)F)C1=N[C@H](C2=NN=C(N2C=2SC=3CC(CC3C12)CO)C=1N=NC=CC1)C